C(C1CO1)OCCC[Si](OCC)(OCC)C 3-(2,3-epoxypropoxy)-propylmethyldiethoxysilane